cyclopentene-1-carboxylate C1(=CCCC1)C(=O)[O-]